4-[3-(5-{[(5-chlorothiophen-2-yl)methyl]sulfanyl}-4-fluoro-1-(2-methoxybenzoyl)-1H-pyrazol-3-yl)-2-(trifluoromethyl)piperidine-1-carbonyl]morpholine ClC1=CC=C(S1)CSC1=C(C(=NN1C(C1=C(C=CC=C1)OC)=O)C1C(N(CCC1)C(=O)N1CCOCC1)C(F)(F)F)F